trans-4-((6-bromo-8-methyl-7-oxo-7,8-dihydropyrido[2,3-d]pyrimidin-2-yl)amino)-N-methylcyclohexane-1-carboxamide BrC1=CC2=C(N=C(N=C2)N[C@@H]2CC[C@H](CC2)C(=O)NC)N(C1=O)C